COC(C(C(C)(C)C1=C(C=CC=C1)OCC1=NC(=NC=C1)C1=C(C=CC=C1)OC)O)=O 2-hydroxy-3-(2-((2-(2-methoxyphenyl)pyrimidin-4-yl)methoxy)phenyl)-3-methylbutyric acid methyl ester